ClC1=CC=C(CCNCC#C)C=C1 N-(4-chlorophenethyl)prop-2-yn-1-amine